{3-[(3S,4S)-4-amino-3-methyl-2-oxa-8-azaspiro[4.5]decan-8-yl]-6-(2,3-dichloro-6-methoxypyridin-4-yl)-5-methylpyrazin-2-yl}methanol N[C@@H]1[C@@H](OCC12CCN(CC2)C=2C(=NC(=C(N2)C)C2=C(C(=NC(=C2)OC)Cl)Cl)CO)C